FC1=CC(=C(C=C1)C1=NC=CC2=C1CN(C2=O)C2=CC=C(C=C2)C(CC)=O)OCC(F)(F)F 4-[4-fluoro-2-(2,2,2-trifluoroethoxy)phenyl]-2-(4-propanoylphenyl)-2,3-dihydro-1H-pyrrolo[3,4-c]pyridin-1-one